CC1(OB(OC1(C)C)C1=CC=C(C=C1)C1(CCCC1)C(=O)OC(C)(C)C)C tert-Butyl 1-[4-(4,4,5,5-tetramethyl-1,3,2-dioxaborolan-2-yl)phenyl]cyclopentanecarboxylate